[4-(3-fluoropyridin-2-yl)piperazine-1-carbonyl]-6-methyl-N-(1-methylcyclopropyl)furo[2,3-d]pyrimidin-4-amine FC=1C(=NC=CC1)N1CCN(CC1)C(=O)C=1N=C(C2=C(N1)OC(=C2)C)NC2(CC2)C